(1R,2R)-2-amino-1-(4-(Methylsulfonyl)phenyl)propane-1,3-diol N[C@@H]([C@H](O)C1=CC=C(C=C1)S(=O)(=O)C)CO